N,6-dimethyl-5-(piperazin-1-yl)pyridinecarboxamide hydrochloride Cl.CNC(=O)C1=NC(=C(C=C1)N1CCNCC1)C